[(3R*,4R*)-4-(3-Methoxyphenyl)Tetrahydropyran-3-yl]-Methanol COC=1C=C(C=CC1)[C@H]1[C@@H](COCC1)CO |o1:8,9|